N-{8-[4-amino-2-(2-methoxyethyl)-1H-imidazo[4,5-c]quinolin-1-yl]octyl}-N-phenylurea NC1=NC=2C=CC=CC2C2=C1N=C(N2CCCCCCCCN(C(=O)N)C2=CC=CC=C2)CCOC